N-(6-((4-(tert-butyl)phenyl)thio)-6,6-difluoro-5-(naphthalen-2-yl)hexan-3-yl)benzamide C(C)(C)(C)C1=CC=C(C=C1)SC(C(CC(CC)NC(C1=CC=CC=C1)=O)C1=CC2=CC=CC=C2C=C1)(F)F